N1(CCCCC1)S(=O)(=O)C=1C=C2C(=CN(C2=CC1)C(C(=O)O)C)C(=C)C 2-(5-(piperidin-1-ylsulfonyl)-3-(prop-1-en-2-yl)-1H-indol-1-yl)propanoic acid